FC=1C(=C(C=CC1F)OB(O)O)OC (3,4-difluoro-2-methoxyphenyl)boric acid